ethyl-2-[4,10-bis(2-tert-butoxy-2-oxoethyl)-1,4,7,10-tetraazacyclododecan-1-yl]-3-{4-[2-(2-ethoxyethoxy)ethoxy]phenyl}propanoate C(C)OC(C(CC1=CC=C(C=C1)OCCOCCOCC)N1CCN(CCNCCN(CC1)CC(OC(C)(C)C)=O)CC(=O)OC(C)(C)C)=O